FC=1C=C(C(=NC1)O)[Si](C)(C)C 5-fluoro-3-(trimethylsilyl)pyridin-2-ol